(1S,5S)-2-(3,4-difluorophenyl)-1-(5-(3,5-dimethylisoxazol-4-yl)-1-((trans)-4-(methoxy-d3)cyclohexyl)-1H-benzo[d]imidazol-2-yl)-2-azabicyclo[3.1.0]hexane-3-one FC=1C=C(C=CC1F)N1[C@]2(C[C@H]2CC1=O)C1=NC2=C(N1[C@@H]1CC[C@H](CC1)OC([2H])([2H])[2H])C=CC(=C2)C=2C(=NOC2C)C